1,1,3,3,5,5,7,7,9,9-decamethyldecylamine CC(CC(CC(CC(CC(C)(C)C)(C)C)(C)C)(C)C)(C)N